OC1=C(C=C(C=C1)C)C1=NN=C(C2=CC=CC=C12)NC[C@@H](CO)O (2S)-3-[[4-(2-hydroxy-5-methyl-phenyl)phthalazin-1-yl]amino]propane-1,2-diol